C(C)(C)C1=NC=CC=C1C=1N=C(N2C1CN(C(C2)=O)C2=CC=C(C=C2)C=2N(C=C(N2)C(F)(F)F)C)C 1-(2-isopropylpyridin-3-yl)-3-methyl-7-(4-(1-methyl-4-(trifluoromethyl)-1H-imidazol-2-yl)phenyl)-7,8-dihydroimidazo[1,5-a]pyrazin-6(5H)-one